C(C)OCCCOC=C(C)C1=CC=C(C=C1)C(=COCC(C)C)C 1-(1-(3-ethoxypropoxy)prop-1-en-2-yl)-4-(1-isobutoxyprop-1-en-2-yl)benzene